N[C@H]1CN(CC1)C(=O)C1CCN(CC1)C(=O)C1=C(C=C(C=C1)NC(=O)C=1N(C(=CN1)C1=C(C(=C(C=C1)OC(F)F)F)F)C)Cl N-[4-[4-[(3R)-3-aminopyrrolidine-1-carbonyl]piperidine-1-carbonyl]-3-chloro-phenyl]-5-[4-(difluoromethoxy)-2,3-difluoro-phenyl]-1-methyl-imidazole-2-carboxamide